4-((4-cyclopropyl-2-(N-methyl-methanesulfonamido)-phenyl)amino)-N-ethoxy-6-((5-methyl-thiazol-2-yl)-amino)nicotinamide C1(CC1)C1=CC(=C(C=C1)NC1=CC(=NC=C1C(=O)NOCC)NC=1SC(=CN1)C)N(S(=O)(=O)C)C